6-(3,4-dimethylphenyl)-2-(3-fluorophenyl)-3-oxo-2,3-dihydropyridazine-4-carboxylic acid methyl ester COC(=O)C=1C(N(N=C(C1)C1=CC(=C(C=C1)C)C)C1=CC(=CC=C1)F)=O